(5R)-5-(tert-butoxymethyl)-3-{5-[(2,6-dichlorophenyl)methoxy]pyridin-2-yl}imidazolidine-2,4-dione C(C)(C)(C)OC[C@@H]1C(N(C(N1)=O)C1=NC=C(C=C1)OCC1=C(C=CC=C1Cl)Cl)=O